Cl.[C@@H]12N(CCN[C@@H]2CC1)C1=CC=CC(=N1)OCC1=C(C=C(C#N)C=C1)F |r| rac-4-(((6-((1R,6R)-2,5-diazabicyclo[4.2.0]octan-2-yl)pyridin-2-yl)oxy)methyl)-3-fluorobenzonitrile hydrochloride